OC1=CC=C(C=C1)/C=C/C=1C=C(C=C(C1)O)O (E)-5-[2-(4-hydroxyphenyl)-vinyl]-1,3-dihydroxybenzene